3-(1-Acetylpiperidin-4-yl)-9-(1-((6-chloro-2-(1-methyl-1H-1,2,4-triazol-3-yl)pyridin-3-yl)amino)ethyl)-4,7-dimethylimidazo[1,5-a]quinazolin-5(4H)-one C(C)(=O)N1CCC(CC1)C=1N=CN2C1N(C(C1=CC(=CC(=C21)C(C)NC=2C(=NC(=CC2)Cl)C2=NN(C=N2)C)C)=O)C